[5-13C]-glutamine N[C@@H](CC[13C](N)=O)C(=O)O